C(C)(C)(C)OC(=O)N(C=1N=C(N(C1S(=O)(=O)CC)C)OCC(F)(F)F)CC1=NC=C(C=C1C(=O)OCC)C(F)(F)F ethyl 2-[[tert-butoxycarbonyl-[5-ethylsulfonyl-1-methyl-2-(2,2,2-trifluoroethoxy)imidazol-4-yl]amino]methyl]-5-(trifluoromethyl)pyridine-3-carboxylate